FC=1C=C(C=CC1)NCCC1=CC(=NN1)N 5-(2-((3-fluorophenyl)amino)ethyl)-1H-pyrazol-3-ylamine